ClC1=NC(=CC(=C1)C=1C(=NN2C1N=C(C=C2)C(=O)N[C@@H]2CNCCC2)C2=CC(=CC=C2)C#N)C |r| 3-(2-chloro-6-methyl-4-pyridyl)-2-(3-cyanophenyl)-N-[rac-(3S)-3-piperidyl]pyrazolo[1,5-a]pyrimidine-5-carboxamide